CC=1C(=NC=C(C1)C)N1CCN(C2(CCC2)C1)C(=O)C1=CC=C(C=C1)[C@@]1(C(NC(N1)=O)=O)C(C)C (R)-5-{4-[8-(3,5-dimethylpyridin-2-yl)-5,8-diazaspiro[3.5]nonane-5-carbonyl]phenyl}-5-isopropylimidazolidine-2,4-dione